The molecule is a fluorocyclopentenylcytosine 5'-monophosphate that results from the removal of two protons from the phosphate group; major species at pH 7.3. C1=CN(C(=O)N=C1N)C2[C@@H]([C@@H](C(=C2F)COP(=O)([O-])[O-])O)O